OC1CN(C1)C(=O)O[C@@H]1CC[C@H](CC1)C(N(C[C@@H]1CC[C@H](CC1)C1=CC(=C(C=C1)OC)C)C1=NC=CC(=C1)C1=CN=C(O1)C(C)C)=O trans-4-((4-(2-Isopropyloxazol-5-yl) pyridin-2-yl)((trans-4-(4-methoxy-3-methylphenyl) cyclohexyl)methyl) carbamoyl)cyclohexyl 3-hydroxyazetidine-1-carboxylate